1-Butyl-4-Methylpiperidinium acetat C(C)(=O)[O-].C(CCC)[NH+]1CCC(CC1)C